2-(2-methylphenyl)-5-phenyloxazole CC1=C(C=CC=C1)C=1OC(=CN1)C1=CC=CC=C1